BrC=1C(OC=C(C1)C(=O)OC)=O methyl 3-bromo-2-oxo-2H-pyran-5-carboxylate